CC1(CC1)C(=O)NCC=1NC2=CC(=CC=C2C1)CCC1=NOC(=C1)C 1-methyl-N-((6-(2-(5-methylisoxazol-3-yl)ethyl)-1H-indol-2-yl)methyl)cyclopropane-1-carboxamide